6-chloro-N-((4R,5S,7R,8R,9S,10R)-8,10-dihydroxy-7-(hydroxymethyl)-9-(4-(3,4,5-trifluorophenyl)-1H-1,2,3-triazol-1-yl)-1,6-dioxaspiro[4.5]decan-4-yl)benzo[d]isoxazole-3-carboxamide ClC1=CC2=C(C(=NO2)C(=O)N[C@@H]2CCO[C@]23O[C@@H]([C@@H]([C@@H]([C@H]3O)N3N=NC(=C3)C3=CC(=C(C(=C3)F)F)F)O)CO)C=C1